N-(6-fluorochroman-2-carbonyl)-O-((1s,3s)-3-(2-(5,6,7,8-tetrahydro-1,8-naphthyridin-2-yl)ethyl)cyclobutyl)-L-homoserine FC=1C=C2CCC(OC2=CC1)C(=O)N[C@@H](CCOC1CC(C1)CCC1=NC=2NCCCC2C=C1)C(=O)O